heneicosyl docos-13-enoate C(CCCCCCCCCCCC=CCCCCCCCC)(=O)OCCCCCCCCCCCCCCCCCCCCC